1-(5-(isoquinolin-7-yl)-1-methyl-1H-pyrazol-3-yl)-3-(2-(methylthio)phenyl)urea C1=NC=CC2=CC=C(C=C12)C1=CC(=NN1C)NC(=O)NC1=C(C=CC=C1)SC